isobutyl 8-(benzylamino)-1-methyl-4-oxo-3,6-diphenyl-2,3-diazaspiro[4.4]non-1,7-diene-7-carboxylate C(C1=CC=CC=C1)NC1=C(C(C2(C(N(N=C2C)C2=CC=CC=C2)=O)C1)C1=CC=CC=C1)C(=O)OCC(C)C